COC(C(C1=CC=CC=C1)N)=O 2-amino-2-phenylacetic acid methyl ester